C1=CC=CC=2C3=CC=CC=C3C(=CC12)C1=CC=C(C=C1)N {4-(phenanthrene-9-yl)-phenyl}-amine